COC=1C(=CC2=C(N=C(S2)NC(C(OC2=CC(=CC=C2)OC)C2=CC=C(C=C2)S(=O)(=O)CC)=O)C1)OC N-(5,6-dimethoxybenzothiazol-2-yl)-2-[4-(ethylsulfonyl)phenyl]-2-(3-methoxyphenoxy)acetamide